CC(C(=O)OC(C)I)(C)C 1-iodoethyl 2,2-dimethylpropionate